ClC1=C(C2=C(N=N1)N(CCC2)[C@H]2[C@@H](COCC2)O)C (3s,4r)-4-(3-chloro-4-methyl-6,7-dihydropyrido[2,3-c]pyridazin-8(5H)-yl)oxan-3-ol